C(#C)C1=CC=C(S1)C1=NC(=NC(=N1)C=1SC(=CC1)C#C)C=1SC(=CC1)C#C 2,4,6-tris(5-Ethynylthiophen-2-yl)-1,3,5-Triazin